BrC1=CC(=NC=C1)CN1[C@@H](CN(CC2=C1C=CC=C2O)S(=O)(=O)C(F)(F)F)CCC2=CC=CC=C2 (R)-1-((4-Bromopyridin-2-yl)methyl)-2-phenethyl-4-((trifluoromethyl)-sulfonyl)-2,3,4,5-tetrahydro-1H-benzo[e][1,4]diazepin-6-ol